BrC1=C2CCN(C(C2=CC(=C1)CN1C(=NC=C1)C)=O)C(C)C1=NC=C(C#N)C(=C1)OC 6-(1-(5-bromo-7-((2-methyl-1H-imidazol-1-yl)methyl)-1-oxo-3,4-dihydroisoquinolin-2(1H)-yl)ethyl)-4-methoxynicotinonitrile